methyl 1-oxo-4-(o-tolyl)-1,2-dihydroisoquinoline-7-carboxylate O=C1NC=C(C2=CC=C(C=C12)C(=O)OC)C1=C(C=CC=C1)C